Ethyl 3-(7-{[(4R)-7-chloro-4-ethyl-1,1-dioxido-3,4-dihydro-2H-pyrido[2,3-b][1,4,5]oxathiazepin-2-yl]methyl}-2,3-dihydro-1H-inden-5-yl)-3-(1,4-dimethyl-1H-benzotriazol-5-yl)propanoate ClC=1C=CC2=C(O[C@@H](CN(S2(=O)=O)CC=2C=C(C=C3CCCC23)C(CC(=O)OCC)C2=C(C3=C(N(N=N3)C)C=C2)C)CC)N1